3-((2,3,4-trifluorobenzyl)oxy)cyclobutanol FC1=C(COC2CC(C2)O)C=CC(=C1F)F